FC(C(=O)N(C)OC)(OC(C(F)(F)F)C1=CC=C(C2=C1N=C(O2)N2CC1N(C(C2)C1)C(=O)OC(C)(C)C)C=1SC=CN1)F tert-Butyl 3-(4-(1-(1,1-difluoro-2-(methoxy(methyl)amino)-2-oxoethoxy)-2,2,2-trifluoroethyl)-7-(thiazol-2-yl)benzo[d]oxazol-2-yl)-3,6-diazabicyclo[3.1.1]heptane-6-carboxylate